FC(C1=CC2=C(SC(=C2)C(N[C@H]2CCC[C@@H]3N(C2=O)[C@@H](CC3)C(=O)N3CC(C3)C=3C=NC=CC3OC(C)C)=O)C=C1)P(O)(O)=O (fluoro(2-(((3S,6S,9aS)-3-(3-(4-isopropoxypyridin-3-yl)azetidine-1-carbonyl)-5-oxooctahydro-1H-pyrrolo[1,2-a]azepin-6-yl)carbamoyl)benzo[b]thiophen-5-yl)methyl)phosphonic acid